methyl 6-bromo-2-methyl-indazole-3-carboxylate BrC=1C=CC2=C(N(N=C2C1)C)C(=O)OC